3-(6-chlorooxazolo[5,4-b]pyridin-2-yl)bicyclo[1.1.1]pentan-1-amine ClC=1C=C2C(=NC1)OC(=N2)C21CC(C2)(C1)N